6-(2-ethoxypyrimidin-5-yl)-2-((5-fluoropyridin-3-yl)methyl)pyridazin-3(2H)-one C(C)OC1=NC=C(C=N1)C=1C=CC(N(N1)CC=1C=NC=C(C1)F)=O